5-bromo-2-(bromodifluoromethyl)2H-pyrazolo[3,4-b]pyridine BrC1=CC=2C(N=C1)=NN(C2)C(F)(F)Br